C1(=CC=CC=C1)C=1C=NC(=C(C#N)C1)NC1=NC=CC(=C1)C#C[Si](C)(C)C 5-phenyl-2-((4-((trimethylsilyl)ethynyl)pyridin-2-yl)amino)nicotinonitrile